isoleucine-d N[C@@H]([C@@H](C)CC)C(=O)O[2H]